N[C@@H]([C@@H](O)C1CCCC1)C1=CC=CC=C1 (1S,2R)-2-amino-1-Cyclopentyl-2-phenylethanol